C(C1=CC=CC=C1)OC1=C(C(=C2C=CC(=CC2=C1)NC(CN1CC(C1)C1=CC2=C(N(C(N2C)=O)C2C(NC(CC2)=O)=O)C=C1)=O)F)N1S(NC(C1)=O)(=O)=O N-[7-benzyloxy-5-fluoro-6-(1,1,4-trioxo-1,2,5-thiadiazolidin-2-yl)-2-naphthyl]-2-[3-[1-(2,6-dioxo-3-piperidyl)-3-methyl-2-oxo-benzimidazol-5-yl]azetidin-1-yl]acetamide